BrC=1C=C(C=C(C1I)Cl)B1OC(C(O1)(C)C)(C)C 2-(3-bromo-5-chloro-4-iodophenyl)-4,4,5,5-tetramethyl-1,3,2-dioxaborolane